C(C1=CC=CC=C1)C=1NC(=NN1)C(=O)NC1=NC=CC(=C1)C1=C(C=CC(=C1)OCCN(C)C)C 5-benzyl-N-(4-(5-(2-(dimethylamino)ethoxy)-2-methylphenyl)pyridin-2-yl)-4H-1,2,4-triazole-3-carboxamide